1-(4-isopropylphenethyl)guanidine C(C)(C)C1=CC=C(CCNC(=N)N)C=C1